C(N1C=CC=2C(C(C=NC21)C(C(F)(F)F)C)=O)([2H])([2H])[2H] 1-(methyl-d3)-4-oxo-5-(1,1,1-trifluoropropan-2-yl)-4,5-dihydro-1H-pyrrolo[3,2-e]pyridin